(6S)-6-[2-Chloro-3-(quinolin-3-ylamino)phenyl]-2-imino-6-methyl-3-(tetrahydropyran-4-yl)hexahydropyrimidin-4-one ClC1=C(C=CC=C1NC=1C=NC2=CC=CC=C2C1)[C@@]1(CC(N(C(N1)=N)C1CCOCC1)=O)C